C(C1=CC=CC=C1)(=O)N1CN(C=CC1)C1C(N(CC1)C1=CC=C(C=C1)CBr)=O 3-benzoyl-1-(1-(4-(bromomethyl)-phenyl)-2-oxopyrrolidin-3-yl)pyrimidine